N-(4-(3,5-Dichlorophenyl)-2-hydroxy-2-(trifluoromethyl)-2H-chromen-3-yl)acetamide ClC=1C=C(C=C(C1)Cl)C1=C(C(OC2=CC=CC=C12)(C(F)(F)F)O)NC(C)=O